N-[(2R,3S)-3-(4-amino-2-chloro-5-fluorophenyl)-1-(4-methylpiperazin-1-yl)-1-oxobutan-2-yl]propanamide NC1=CC(=C(C=C1F)[C@@H]([C@H](C(=O)N1CCN(CC1)C)NC(CC)=O)C)Cl